C(C1=CC=CC=C1)OC(=O)N[C@H]1[C@H](OCCNC(=O)OCC2=CC=CC=C2)O[C@@H]([C@H]([C@@H]1O)O)CO 2-(benzyloxycarbonylamino)ethyl 2-benzyloxycarbonylamino-2-deoxy-β-D-glucopyranoside